N-(4-((4-(5-methyl-1,3,4-thiadiazol-2-yl)-4-phenethylpiperidin-1-yl)methyl)phenyl)acetamide CC1=NN=C(S1)C1(CCN(CC1)CC1=CC=C(C=C1)NC(C)=O)CCC1=CC=CC=C1